1-[2-[4-(2-chlorophenyl)-2-oxo-chromen-7-yl]oxypropanoyl]piperidine-3-carbonitrile ClC1=C(C=CC=C1)C1=CC(OC2=CC(=CC=C12)OC(C(=O)N1CC(CCC1)C#N)C)=O